OCP([O-])([O-])=O hydroxymethylphosphonate